3-fluoro-5-formyl-4-hydroxy-N-(4-(trifluoromethyl)phenyl)benzamide FC=1C=C(C(=O)NC2=CC=C(C=C2)C(F)(F)F)C=C(C1O)C=O